OC1=C(N2C(C3=CC(=CC=C13)S(N)(=O)=O)=NC=N2)C(=O)OC Methyl 6-hydroxy-9-sulfamoyl-[1,2,4]triazolo[5,1-a]isoquinoline-5-carboxylate